(2-amino-6-(6-fluoro-5-methyl-7-(methylsulfanyl)-1H-indazol-4-yl)imidazo[1,2-a]pyridin-3-yl)((1s,2s)-2-fluorocyclopropyl)methanone NC=1N=C2N(C=C(C=C2)C2=C3C=NNC3=C(C(=C2C)F)SC)C1C(=O)[C@H]1[C@H](C1)F